4-(5-(2,2-diethyl-4-oxochroman-6-yl)-1,2,4-oxadiazol-3-yl)benzenesulfonamide C(C)C1(OC2=CC=C(C=C2C(C1)=O)C1=NC(=NO1)C1=CC=C(C=C1)S(=O)(=O)N)CC